trans-4-[(5-cyano-4-methyl-3-pyridyl)methyl]cyclohexanecarboxylic acid C(#N)C=1C(=C(C=NC1)C[C@@H]1CC[C@H](CC1)C(=O)O)C